COC=1C=C(C=C2C(C3=CC=CC=C3C2=O)=O)C=CC1OC 2-(3,4-dimethoxybenzylidene)-1H-indene-1,3(2H)-dione